OC1=CC=C2C(=CC(OC2=C1C(=O)N1CCN(C2=CC=CC=C12)C(=O)OC(C)(C)C)=O)CCC tert-butyl 4-(7-hydroxy-2-oxo-4-propyl-2H-chromene-8-carbonyl)-3,4-dihydroquinoxaline-1-carboxylate